(7S,8R) or (7R,8S)-2-amino-7-ethyl-8-methyl-7,8-dihydro-5H-pyrano[4,3-b]pyridin-5-one NC1=CC=C2C(=N1)[C@H]([C@@H](OC2=O)CC)C |o1:7,8|